(2-aminoethyl)(ethyl)propanamide NCCC(C(=O)N)(C)CC